C(C)(C)C1=C(OC=2C(=NC(=NC2)N)N)C=C(C(=C1)OC)C=1C=NC=CC1 5-(2-Isopropyl-4-methoxy-5-pyridin-3-yl-phenoxy)-pyrimidine-2,4-diamine